(2S)-3-(8-(2-chloro-4-cyanophenyl)quinolin-5-yl)-2-(2,6-difluoro-4-(1-hydroxyethyl)benzoylamino)propionic acid ClC1=C(C=CC(=C1)C#N)C=1C=CC(=C2C=CC=NC12)C[C@@H](C(=O)O)NC(C1=C(C=C(C=C1F)C(C)O)F)=O